4-[1,1'-biphenyl]-3-yl-6-chloro-2-phenylpyrimidine C1(=CC(=CC=C1)C1=NC(=NC(=C1)Cl)C1=CC=CC=C1)C1=CC=CC=C1